C(CCCCCCCCCCC)(=O)O.OC(=O)CCCCCCCCC.OC(=O)CCCCCCCCC di-capric acid monolaurate